C(#N)N1CC2=C(C=C(C=C2C1)NC(=O)[C@H]1CN(CCC1)C)C=1C=NC=CC1 (R)-N-(2-cyano-7-(pyridin-3-yl)isoindolin-5-yl)-1-methylpiperidine-3-carboxamide